N-(3,5-dibromo-4-hydroxypyridin-2-yl)-2-(2-methyl-1,3-dioxolan-2-yl)acetamide BrC=1C(=NC=C(C1O)Br)NC(CC1(OCCO1)C)=O